(2S)-10-((2-(3-(Azetidin-1-carbonyl)-5-methylpiperidin-1-yl)-5-chloropyrimidin-4-yl)amino)-2-cyclopropyl-3,3-difluoro-7-methyl-1,2,3,4-tetrahydro-[1,4]oxazepino[2,3-c]chinolin-6(7H)-on N1(CCC1)C(=O)C1CN(CC(C1)C)C1=NC=C(C(=N1)NC1=CC=2C3=C(C(N(C2C=C1)C)=O)OCC([C@@H](N3)C3CC3)(F)F)Cl